[1,2,4]triazolo[1,5-a]pyrazin-2-amine N=1C(=NN2C1C=NC=C2)N